FC(OC=1C=C(C=C2[C@H](CNC(C12)=O)C)C=1N(N=C2C=C(C=C(C12)OC)C=1C=NN(C1)CCOC)C)F |o1:8| rel-(4R)-8-(difluoromethoxy)-6-[4-methoxy-6-[1-(2-methoxyethyl)pyrazol-4-yl]-2-methyl-indazol-3-yl]-4-methyl-3,4-dihydro-2H-isoquinolin-1-one